N[C@](COC=1C=CC(=NC1C)C1=C(C(=NC=C1)N)F)(CC(C)C)C (S)-5-((2-amino-2,4-dimethylpentyl)oxy)-3'-fluoro-6-methyl-[2,4'-bipyridin]-2'-amine